CC1=NSC(=C1C=1C=CC(=NC1)NC([C@H](C1CCC(CC1)C)NC(=O)C1=CN=NN1C)=O)C N-((S)-2-((5-(3,5-dimethylisothiazol-4-yl)pyridin-2-yl)amino)-1-((1r,4S)-4-methylcyclohexyl)-2-oxoethyl)-1-methyl-1H-1,2,3-triazole-5-carboxamide